(9H-Fluoren-9-yl)methyl (16-ethyl-2,2-dimethyl-4,15-dioxo-3,8,11-trioxa-5,14-diazaoctadecan-16-yl)carbamate C(C)C(C(NCCOCCOCCNC(OC(C)(C)C)=O)=O)(CC)NC(OCC1C2=CC=CC=C2C=2C=CC=CC12)=O